(S)-(1-ethylazetidin-2-yl)methanol C(C)N1[C@@H](CC1)CO